FC1=CC(=C(C=C1)C1=CC=C(C=N1)CN)OC1=NC(=NC(=C1)N1CCOCC1)C [6-[4-fluoro-2-(2-methyl-6-morpholin-4-ylpyrimidin-4-yl)oxyphenyl]pyridin-3-yl]methanamine